bis[3-(dimethylsilyl)phenyl]ethylene C[SiH](C=1C=C(C=CC1)C=CC1=CC(=CC=C1)[SiH](C)C)C